3-bromo-5-((6-oxo-4-(1,1,2,2-tetrafluoro-ethyl)-1,6-dihydro-pyrimidin-5-yl)oxy)-benzonitrile BrC=1C=C(C#N)C=C(C1)OC1=C(N=CNC1=O)C(C(F)F)(F)F